N-(furan-2-ylmethyl)-3-((5-oxo-5H-[1,3,4]thiadiazolo[2,3-b]quinazolin-2-yl)amino)benzamide O1C(=CC=C1)CNC(C1=CC(=CC=C1)NC1=NN2C(=NC3=CC=CC=C3C2=O)S1)=O